N-(4-bromo-2-fluorophenyl)-6-methoxy-7-((1-methylpiperidin-4-yl)methoxy)quinazolin-4-amine BrC1=CC(=C(C=C1)NC1=NC=NC2=CC(=C(C=C12)OC)OCC1CCN(CC1)C)F